(2S)-2-((((9H-fluoren-9-yl)methoxy)carbonyl)amino)-6-(2,2-dimethyl-1,3-dioxolan-4-yl)hexanoic acid C1=CC=CC=2C3=CC=CC=C3C(C12)COC(=O)N[C@H](C(=O)O)CCCCC1OC(OC1)(C)C